FCCN1CC(C1)[C@@H](C)NC(=O)C=1C=NC2=C(C=CC=C2C1)C1=CC=C(C=C1)C(F)(F)F (R)-N-(1-(1-(2-fluoroethyl)azetidin-3-yl)ethyl)-8-(4-(trifluoromethyl)phenyl)quinoline-3-carboxamide